CC1=C(C=CC=C1COCC=1N=NN(C1)C1=CC=CC=C1)C1=CC=CC=C1 4-(((2-Methylbiphenyl-3-yl)methoxy)methyl)-1-phenyl-1H-1,2,3-triazole